allyl-naphthyl-phosphinic acid C(C=C)P(O)(=O)C1=CC=CC2=CC=CC=C12